C(C)(C)(C)OC(=O)N1CCC([C@](C2=C1C=CC(=C2)Cl)(COC([C@H](CC2=CC=CC=C2)NS(=O)(=O)C2=CC=CC1=CC=CC=C21)=O)O)(F)F (5S)-7-chloro-4,4-difluoro-5-hydroxy-5-({[(2S)-2-(naphthalene-1-sulfonylamino)-3-phenylpropionyl]oxy}methyl)-2,3,4,5-tetrahydro-1H-1-benzazepine-1-carboxylic acid tert-butyl ester